C[C@H]1CN(CCN1C=1C=CC=2N=CN=C(C2N1)NC1=CC(=C(C=C1)CC1=CC2=C(N(C=N2)C)C=C1)C)C(C=C)=O 1-[(3S)-3-methyl-4-[4-({3-methyl-4-[(1-methyl-1,3-benzodiazol-5-yl)methyl]phenyl}amino)pyrido[3,2-d]pyrimidin-6-yl]piperazin-1-yl]prop-2-en-1-one